3-((S)-1-(8-amino-1-methylimidazo[1,5-a]pyrazin-3-yl)ethyl)-5-chloro-6-fluoro-N-((1R,2S)-2-hydroxycyclopentyl)-2-isopropoxybenzamide NC=1C=2N(C=CN1)C(=NC2C)[C@@H](C)C=2C(=C(C(=O)N[C@H]1[C@H](CCC1)O)C(=C(C2)Cl)F)OC(C)C